N1C(NC2=C1C=NC=N2)=O DIHYDROIMIDAZO-PYRIMIDINON